N-lauroyl-alanine cetyl ester C(CCCCCCCCCCCCCCC)OC([C@@H](NC(CCCCCCCCCCC)=O)C)=O